1-(4-(5-(2-aminopyrimidin-4-yl)-4-(4-fluorophenyl)-1H-imidazol-1-yl)piperidin-1-yl)-2-(2,4-difluorophenyl)-3-(1H-1,2,3-triazol-1-yl)propan-2-ol NC1=NC=CC(=N1)C1=C(N=CN1C1CCN(CC1)CC(CN1N=NC=C1)(O)C1=C(C=C(C=C1)F)F)C1=CC=C(C=C1)F